3-bromo-5-{4-[(2S)-1,4-dioxan-2-ylmethoxy]-3-methoxyphenyl}pyridin-2-amine BrC=1C(=NC=C(C1)C1=CC(=C(C=C1)OC[C@H]1OCCOC1)OC)N